acryloxynonyltrimethoxysilane C(C=C)(=O)OCCCCCCCCC[Si](OC)(OC)OC